(R)-3-(1-aminoethyl)-5-(furan-3-yl)aniline hydrochloride Cl.N[C@H](C)C=1C=C(N)C=C(C1)C1=COC=C1